C/C(/C=C/C(=O)ONC(=O)N1C[C@H](CC1)O)=C\C=C\C(=C\C=C\C=C(\C=C\C=C(/C=C/C(=O)[O-])\C)/C)\C 1-[(S)-3-Hydroxypyrrolidinamido] (2E,4E,6E,8E,10E,12E,14E,16Z,18E)-4,8,13,17-tetramethylicosa-2,4,6,8,10,12,14,16,18-nonaendioat